1,3-diethoxyimidazole tetrafluoroborate F[B-](F)(F)F.C(C)ON1CN(C=C1)OCC